3-(4-chloro-3-(hexahydropyrrolo[1,2-a]pyrazin-2(1H)-ylsulfonyl)-2-hydroxyphenylamino)-4-((R)-1-(5-methylfuran-2-yl)propylamino)cyclobut-3-ene-1,2-dione ClC1=C(C(=C(C=C1)NC=1C(C(C1N[C@H](CC)C=1OC(=CC1)C)=O)=O)O)S(=O)(=O)N1CC2N(CC1)CCC2